N-4-vinyl-phenyl-N,N-dimethyl-ammonium chloride [Cl-].C(=C)C1=CC=C(C=C1)[NH+](C)C